4-[2-fluoro-4-[(4-methoxyphenyl)methoxy]butoxy]benzene-1,2-dicarboxylic acid dimethyl ester COC(=O)C=1C(=CC(=CC1)OCC(CCOCC1=CC=C(C=C1)OC)F)C(=O)OC